zinc (2-formylphenylboronic acid) chloride C(=O)C1=C(C=CC=C1)B(Cl)Cl.[Zn]